Cl.C(C)NC=1C=2CNCC2C=CC1 N-Ethylisoindolin-4-amine hydrochloride